4-hydroxy-2,3-dihydro-7H-furo[3,2-g]chromen-7-one OC1=C2C=CC(OC2=CC2=C1CCO2)=O